(S)-4-(2-((difluoromethoxy)methyl)pyrrolidin-1-yl)benzoic acid methyl ester COC(C1=CC=C(C=C1)N1[C@@H](CCC1)COC(F)F)=O